{(E)-(S)-14-[(E)-3-(5-Chloro-2-tetrazol-1-yl-phenyl)-acryloylamino]-8,16,18-triaza-tricyclo[13.2.1.02,7]octadeca-1(17),2,4,6,11,15(18)-hexaen-5-yl}-carbamic Acid methyl ester COC(NC1=CC=C2C3=CNC([C@H](C/C=C/CCNC2=C1)NC(\C=C\C1=C(C=CC(=C1)Cl)N1N=NN=C1)=O)=N3)=O